8-bromo-5-[(4-fluorophenyl)methyl]-7-methyl-3-methylene-4H-1,5-benzoxazepine BrC1=CC2=C(N(CC(CO2)=C)CC2=CC=C(C=C2)F)C=C1C